dicumyldiisopropyloxysilane C(C)(C)(C1=CC=CC=C1)[Si](OC(C)C)(OC(C)C)C(C)(C)C1=CC=CC=C1